3-fluoroadamantan-1-amine FC12CC3(CC(CC(C1)C3)C2)N